cis-2-cyanocyclopropane-1-carboxamide C(#N)[C@@H]1[C@@H](C1)C(=O)N